C(C)(C)(C)NC(CN(C=1C2=C(N=C(N1)C1=NC=CC(=C1)C=1C=NN(C1)C)CCC2)C)=O N-tert-butyl-2-[methyl({2-[4-(1-methyl-1H-pyrazol-4-yl)pyridin-2-yl]-5H,6H,7H-cyclopenta[d]pyrimidin-4-yl})amino]acetamide